C(C)(C)[C@]1(C(NC(N1)=O)=O)C1=CC=C(C=C1)C(=O)N1CCC(CC1)C=1OC(=NN1)C1=CC=C(C=C1)C (R)-5-isopropyl-5-{4-[4-(5-p-tolyl-[1,3,4]oxadiazol-2-yl)piperidine-1-carbonyl]phenyl}imidazolidine-2,4-dione